[119Sn] The molecule is the stable isotope of tin with relative atomic mass 118.903311, 8.59 atom percent natural abundance and nuclear spin (1)/2.